C1(CC1)C=1N=C(NC1)C1=CC=CC(=N1)N1CCN(CCC1)C1CCN(CC1)C(C)C 1-[6-[4-Cyclopropyl-1H-imidazol-2-yl]pyridine-2-yl]-4-[1-(propan-2-yl)piperidin-4-yl]-1,4-diazepane